C(#N)C1=NC2=CC(=CC(=C2N=C1N1CC2(CC1)OCC(C(C2)O)O)[C@@H](C)NC2=C(C(=O)O)C=CC=C2)C 2-(((1R)-1-(2-cyano-3-(8,9-dihydroxy-6-oxa-2-azaspiro[4.5]-decan-2-yl)-7-methylquinoxalin-5-yl)ethyl)amino)benzoic acid